P(=S)(SC(C)(C)C)(OC(C)(C)C)[O-] di-tertiary butyl dithiophosphate